(4-(4-methoxy-3-nitrophenoxy)phenyl)methanol COC1=C(C=C(OC2=CC=C(C=C2)CO)C=C1)[N+](=O)[O-]